[C@H]12[C@H](C[C@H](CC1)C2)NC(=O)NCC2=CC(=NC=C2)N2N=CC=C2 1-[(1S,2S,4R)-2-bicyclo[2.2.1]heptanyl]-3-[(2-pyrazol-1-ylpyridin-4-yl)methyl]urea